3-isopropyl-5-((1'-isopropyl-[1,4'-bipiperidin]-4-yl)oxy)-2-(2-methylpyridin-4-yl)-1H-indole C(C)(C)C1=C(NC2=CC=C(C=C12)OC1CCN(CC1)C1CCN(CC1)C(C)C)C1=CC(=NC=C1)C